C(CCCCCCCCCCC)NC1=C(C(=O)O)C=CC=C1 2-(dodecylamino)benzoic acid